FC=1C=C(C=CC1)NC(C1=CC=C(C=C1)C1(CCC1)C=1NC=2C(=NC=C(C2)C(F)(F)F)N1)=O N-(3-fluorophenyl)-4-{1-[6-(trifluoromethyl)-1H-imidazo[4,5-b]pyridin-2-yl]cyclobutyl}benzamide